C(C)(C)(C)OC(=O)N1C(CN(C(C1)=C=O)C1=NC(=NC=C1Br)Cl)C 4-(5-bromo-2-chloropyrimidin-4-yl)-2-methyl-5-carbonylpiperazine-1-carboxylic acid tert-butyl ester